CC1=CNC(C2=C(C=3CCCNC3C(N2C=C1)=O)C1=CC=C(C=C1)C)=O tetrahydro-9-methyl-5-(4-methylphenyl)-7H-[1,4]diazocino[2,1-g][1,7]naphthyridine-6,13-dione